C12(CC(C1)C2)C2=CC=C(C=C2)N2C(N(C(C2=O)(C)C)CC2=CC(=NC=C2)NC(C)C)=O 3-(4-(bicyclo[1.1.1]pentan-1-yl)phenyl)-1-((2-(isopropylamino)pyridin-4-yl)methyl)-5,5-dimethylimidazolidine-2,4-dione